Diallylfumarat C(C=C)\C(=C(/C(=O)[O-])\CC=C)\C(=O)[O-]